FC=1C=C(C=CC1)C(N1CCN(CC1)C(=O)C=1C=NC=C(C1)C)C=1C=NC=CC1 1-[(3-fluorophenyl)(pyridin-3-yl)methyl]-4-(5-methylpyridine-3-carbonyl)piperazine